C1(=CC=CC=C1)C=1C2=C(N=C(N1)NC1CCOCC1)CN(C2)C#N 4-phenyl-2-((tetrahydro-2H-pyran-4-yl)amino)-5,7-dihydro-6H-pyrrolo[3,4-d]pyrimidine-6-carbonitrile